N-(3-methoxybenzyl)-N-(4-morpholinophenylmethyl)-2-(2-morpholinoethoxy)pyridin-4-amine COC=1C=C(CN(C2=CC(=NC=C2)OCCN2CCOCC2)CC2=CC=C(C=C2)N2CCOCC2)C=CC1